8-acetyl-5-(((5-fluoro-2,3-dihydrobenzofuran-4-yl)methyl)amino)imidazo[1,2-c]pyrimidine-2-carbonitrile C(C)(=O)C=1C=2N(C(=NC1)NCC1=C(C=CC3=C1CCO3)F)C=C(N2)C#N